2-(difluoromethyl)-3,4,5,6-tetrafluorobenzenesulfonyl chloride FC(C1=C(C(=C(C(=C1F)F)F)F)S(=O)(=O)Cl)F